4-amino-1-methyl-1H-pyrazolo[3,4-b]pyridine-5-carboxylic acid NC1=C2C(=NC=C1C(=O)O)N(N=C2)C